C([O-])([O-])=N carbonimidate